N-(6,8-dioxo-7-propyl-6,7,8,9-tetrahydro-1H-purin-2-yl)acetamide O=C1C=2N(C(NC2N=C(N1)NC(C)=O)=O)CCC